[Br-].C(CCC)[PH+](CCCC)CCCC tributylphosphonium bromide salt